N-(4-(quinoline-3-yl)phenyl)acetamide N1=CC(=CC2=CC=CC=C12)C1=CC=C(C=C1)NC(C)=O